BrC1=C(C(=O)C2(CCC(CC2)(C#N)C[C@H](C)NC(OC(C)(C)C)=O)O)C=CC=C1F tert-butyl ((S)-1-(trans-4-(2-bromo-3-fluorobenzoyl)-1-cyano-4-hydroxycyclohexyl)propan-2-yl)carbamate